C(C)OCC1=C(C(=CC=C1)[N+](=O)[O-])COC1=CC=C(OC[C@H]2CN(CC2)C(=O)OC(C)(C)C)C=C1 tert-Butyl (3R)-3-[[4-[[2-(ethoxymethyl)-6-nitro-phenyl]methoxy]phenoxy]methyl]pyrrolidine-1-carboxylate